S1C(=NC2=C1C=CC=C2)CN2CCC(CC2)N2C=CN(C1=CC(=CC=C21)F)C 1-(1-(benzo[d]thiazol-2-ylmethyl)piperidin-4-yl)-6-fluoro-4-methyl-1,4-dihydroquinoxaline